O1COC=C1C(=O)N [1,3]dioxaole-5-carboxamide